N-((E)-3-(7-(((3S,4R)-3-fluoro-1-methylpiperidin-4-yl)amino)-3-(2,2,2-trifluoroethyl)benzo[b]thiophen-2-yl)allyl)cyclopropanecarboxamide F[C@H]1CN(CC[C@H]1NC1=CC=CC2=C1SC(=C2CC(F)(F)F)/C=C/CNC(=O)C2CC2)C